C(CCCCCCC)OCCCCCCCC.[Sn] tin dioctyloxide